C1(CC1)C1=C(C2=C(N=C(N=C2)NC2=CC=C(C=C2)N2CCC(CC2)N2CCN(CC2)C)N1C1=CC=CC(=N1)N=S(=O)(C)C)F ((6-(6-cyclopropyl-5-fluoro-2-((4-(4-(4-methylpiperazin-1-yl)piperidin-1-yl)phenyl)amino)-7H-pyrrolo[2,3-d]pyrimidin-7-yl)pyridin-2-yl)imino)dimethyl-λ6-sulfanone